NS(=O)(O)(N)N[C@H]1CN(CCC1)C1=NC(=NC=C1)C1=CN=C2N1C=C(N=C2)C(F)F (R)-3-(4-(3-((Diamino-(hydroxy)sulfinyl)amino)piperidin-1-yl)pyrimidin-2-yl)-6-(difluoromethyl)imidazo[1,2-a]pyrazine